C(=O)(OC(C)(C)C)N[C@@H](CC1=CNC2=CC=CC=C12)C(=O)O Boctryptophan